C(#N)[Co] CYANOCOBALT